(R)-1,4-dibenzylpiperazine-2-carboxylic acid benzyl ester C(C1=CC=CC=C1)OC(=O)[C@@H]1N(CCN(C1)CC1=CC=CC=C1)CC1=CC=CC=C1